(tert-butoxycarbonyl)amino-4-(hydroxyamino)-4-iminobutanoate C(C)(C)(C)OC(=O)NC(C(=O)[O-])CC(=N)NO